Cl.OC1(CC=2C(C=3N(C1)N=C1C3CNCC1)=NOC2)C(=O)NC 5-Hydroxy-N-methyl-5,6,9,10,11,12-hexahydro-4H-[1,2]oxazolo[3,4-c]pyrido[4',3':3,4]-pyrazolo[1,5-a]azepine-5-carboxamide Hydrochloride